O1C=C(C=C1)CN1C2=C(SCC1=O)C=C(C=C2)C(=O)NC2=CNC1=CC=CC=C21 4-(furan-3-ylmethyl)-N-(1H-indol-3-yl)-3-oxo-3,4-dihydro-2H-benzo[b][1,4]thiazine-7-carboxamide